C(C1=CC=CC=C1)OC(=O)N1CC2(CCC1)CCN(CC2)CC2CCN(CC2)C(=O)OC(C)(C)C 9-((1-(tert-Butoxycarbonyl)piperidin-4-yl)methyl)-2,9-diazaspiro[5.5]undecane-2-carboxylic acid benzyl ester